C(C)(C)(C)[Si](C)(C)OC(CC#C)CC#C Tert-butyl-(hept-1,6-diyn-4-yloxy)dimethylsilane